FC=1C=C(C=CC1CN1C(=NC=C1)C(C)C)C1=C(SC(=C1)CC(C)C)S(=O)(=O)NC(C1=CC=CC=C1)=O N-[[3-[3-fluoro-4-[(2-isopropylimidazol-1-yl)methyl]phenyl]-5-isobutyl-2-thienyl]sulfonyl]benzamide